(4-chlorobenzyl)-2-oxoindoline-5-carboxamide ClC1=CC=C(CN2C(CC3=CC(=CC=C23)C(=O)N)=O)C=C1